C1=CC=CC=2C3=CC=CC=C3C(C12)OC(N([C@H]1CN(CC[C@H]1CO)C(=O)C1=CN(CCS1)C=1C2=C(N=CN1)NC=C2)C)=O (9H-fluoren-9-yl)methyl((3R,4R)-1-(4-(7H-pyrrolo[2,3-d]pyrimidin-4-yl)-3,4-dihydro-2H-1,4-thiazine-6-carbonyl)-4-(hydroxymethyl)piperidin-3-yl)carbamate